FC1=C(C=C(C(=C1)C1=NC(=CC=C1)OCC1=C(C=C(C=C1)C=1N(N=CN1)C)F)F)CC=1N(C2=C(N1)C=CC(=C2)C(=O)OC(C)(C)C)CCOC Tert-butyl 2-[[2,5-difluoro-4-[6-[[2-fluoro-4-(2-methyl-1,2,4-triazol-3-yl)phenyl]methoxy]-2-pyridyl]phenyl]methyl]-3-(2-methoxyethyl)benzimidazole-5-carboxylate